N[C@@H]1CN(CCC1)C1=CC=C(C=N1)NC1=C(C=NC2=CC=C(N=C12)C1=CC(=C(C(=C1)Cl)O)Cl)C(=O)C1CC1 (S)-(4-(6-(3-aminopiperidin-1-yl)pyridin-3-ylamino)-6-(3,5-dichloro-4-hydroxyphenyl)-1,5-naphthyridin-3-yl)(cyclopropyl)methanone